C1(CC1)C(=O)N1N=C(C=C1N1C(NC2(C1)CCC(CC2)(C2=CC(=CC=C2)F)N(C)C)=O)C(F)(F)F 3-(1-(cyclopropanecarbonyl)-3-(trifluoromethyl)-1H-pyrazol-5-yl)-8-(dimethylamino)-8-(3-fluorophenyl)-1,3-diazaspiro[4.5]decan-2-one